benzyl N-[(3R)-2-oxoazetidin-3-yl]carbamate O=C1NC[C@H]1NC(OCC1=CC=CC=C1)=O